FC=1C=C2C(=CC=NC2=CC1)C1CCC(CC1)C(C)N1C=NC(=C1)C(=O)O (1-((1s,4s)-4-(6-fluoroquinolin-4-yl)cyclohexyl)ethyl)-1H-imidazole-4-carboxylic acid